2-((6-(3-Aminoazetidin-1-yl)-3,5-dicyano-4-ethylpyridin-2-yl)thio)-2-phenylacetamide NC1CN(C1)C1=C(C(=C(C(=N1)SC(C(=O)N)C1=CC=CC=C1)C#N)CC)C#N